1-(4-bromophenyl)cyclopropanesulfonic acid BrC1=CC=C(C=C1)C1(CC1)S(=O)(=O)O